tert-Butyl 3-(4-((3,4-dichloro-2-fluorophenyl)amino)quinazolin-6-yl)-3-fluoropyrrolidine-1-carboxylate ClC=1C(=C(C=CC1Cl)NC1=NC=NC2=CC=C(C=C12)C1(CN(CC1)C(=O)OC(C)(C)C)F)F